ClC1=C(C=CC=C1)C(C1=CC=CC=C1)(C1=CC=CC=C1)N([C@@H](CCCCN)C(=O)[O-])C(=O)OCC1=CC=CC=C1 [(2-chlorophenyl)diphenylmethyl]((benzyloxy)carbonyl)-L-lysinate